((2R,5S)-4-(2-aminooxazolo[4,5-c]pyridin-7-yl)-5-methylmorpholin-2-yl)((S)-8-chloro-1-methyl-6-(trifluoromethyl)-3,4-dihydroisoquinolin-2(1H)-yl)methanone NC=1OC2=C(C=NC=C2N2C[C@@H](OC[C@@H]2C)C(=O)N2[C@H](C3=C(C=C(C=C3CC2)C(F)(F)F)Cl)C)N1